C(CCCCC)C1OCC(O1)=O 2-hexyl-1,3-dioxolan-4-one